(S)-N-(5-(2-acetamidobenzo[d]thiazol-6-yl)-2-methylpyridin-3-yl)-3-phenylisoxazolidine-2-carboxamide C(C)(=O)NC=1SC2=C(N1)C=CC(=C2)C=2C=C(C(=NC2)C)NC(=O)N2OCC[C@H]2C2=CC=CC=C2